bis(4-ethylphenyl)pyrene-1,6-diamine C(C)C1=CC=C(C=C1)C=1C(=C(C=2C=CC3=CC=C(C=4C=CC1C2C43)N)N)C4=CC=C(C=C4)CC